1,8-diazabicyclo[5.4.0]undec-7-ene tetraphenyl-borate C1(=CC=CC=C1)[B-](C1=CC=CC=C1)(C1=CC=CC=C1)C1=CC=CC=C1.N12CCCCCC2=NCCC1